trans-4-[(2,5-dimethyl-4-pyridyl)methyl]cyclohexanecarboxylate CC1=NC=C(C(=C1)C[C@@H]1CC[C@H](CC1)C(=O)[O-])C